3-(5-(1-(2-(4-(3-((4-([1,1'-biphenyl]-3-yl)-5-chloropyrimidin-2-yl)amino)cyclohexane-1-carbonyl)piperazin-1-yl)ethyl)piperidin-4-yl)-1-oxoisoindolin-2-yl)piperidine-2,6-dione C1(=CC(=CC=C1)C1=NC(=NC=C1Cl)NC1CC(CCC1)C(=O)N1CCN(CC1)CCN1CCC(CC1)C=1C=C2CN(C(C2=CC1)=O)C1C(NC(CC1)=O)=O)C1=CC=CC=C1